Methyl 2-amino-5-(benzyloxy)-4-methoxybenzoate NC1=C(C(=O)OC)C=C(C(=C1)OC)OCC1=CC=CC=C1